4,5-dichloro-2-(hydroxymethyl)pyridazin-3(2H)-one ClC=1C(N(N=CC1Cl)CO)=O